CC=1N=C(SC1C1=CC=C2C(=NNC2=C1)\C=C\C1=NC=CC=C1)NC(CC1CCN(CC1)C)=O (E)-N-(4-methyl-5-(3-(2-(pyridin-2-yl)vinyl)-1H-indazol-6-yl)thiazole-2-yl)-2-(1-methylpiperidin-4-yl)acetamide